iodopropyl-tributoxysilane Molybdenum-Sodium [Na].[Mo].ICCC[Si](OCCCC)(OCCCC)OCCCC